((S)-3-(5-hydroxy-1H-indol-3-yl)-1-((2-(5-hydroxy-1H-indol-3-yl)ethyl)amino)-1-oxopropan-2-yl)-5-((3aS,4S,6aR)-2-oxohexahydro-1H-thieno[3,4-d]imidazol-4-yl)pentanamide OC=1C=C2C(=CNC2=CC1)C[C@H](C(=O)NCCC1=CNC2=CC=C(C=C12)O)C(C(=O)N)CCC[C@@H]1SC[C@@H]2NC(N[C@@H]21)=O